C(#N)C=1C=C(C(=NC1)[C@@H](C)NC(CN1C(NC2=CC=C(C=C2C1=O)F)=O)=O)F (R)-N-(1-(5-cyano-3-fluoropyridin-2-yl)ethyl)-2-(6-fluoro-2,4-dioxo-1,4-dihydroquinazolin-3(2H)-yl)acetamide